C1(CCCC1)NC=1C=C(C=C2C=C(NC12)C1=CC=CC=C1)COCCN1CCS(CC1)(=O)=O 4-(2-((7-(cyclopentylamino)-2-phenyl-1H-indol-5-yl)methoxy)ethyl)thiomorpholine 1,1-dioxide